3-methoxy-2-((3s,5s)-3,4,5-trimethylpiperazin-1-yl)propionamide potassium (3,5-bis(methoxycarbonyl)phenyl)phosphonate COC(=O)C=1C=C(C=C(C1)C(=O)OC)P([O-])([O-])=O.[K+].COCC(C(=O)N)N1C[C@@H](N([C@H](C1)C)C)C.[K+]